FC=1C=C(C=NC1C)C1=NOC(=C1COC1=CC=C(C=N1)C(=O)NC1CCOCC1)C 6-((3-(5-fluoro-6-methyl-3-pyridyl)-5-methyl-isoxazol-4-yl)methoxy)-N-tetrahydropyran-4-yl-pyridine-3-carboxamide